2-(2-bromo-4-methylphenyl)acetonitrile BrC1=C(C=CC(=C1)C)CC#N